((2R,3R,4R,5R)-4-acetoxy-3-cyclopropyl-5-(4,6-dichloro-1H-pyrazolo[3,4-d]pyrimidine-1-yl)-3-hydroxytetrahydrofuran-2-yl)methyl benzoate C(C1=CC=CC=C1)(=O)OC[C@H]1O[C@H]([C@@H]([C@@]1(O)C1CC1)OC(C)=O)N1N=CC=2C1=NC(=NC2Cl)Cl